(10-(2-chlorophenyl)-6-hydroxy-[1,2,4]triazolo[5,1-a]isoquinoline-5-carbonyl)glycine ClC1=C(C=CC=C1)C=1C=CC=C2C(=C(N3C(C12)=NC=N3)C(=O)NCC(=O)O)O